Methyl-2,5-dihydro-1H-pyrrole-1-carboxylic acid tert-butyl ester C(C)(C)(C)OC(=O)N1C(C=CC1)C